NC=1C=CC(N(C1)CCCCCCCNC(OC(C)(C)C)=O)=O tert-butyl (7-(5-amino-2-oxopyridin-1(2H)-yl)heptyl)carbamate